C1-((2-bromo-6-chloro-5-(cyclopropylmethoxy)pyridin-3-yl)methyl)cyclobutan-1-amine BrC1=NC(=C(C=C1CC1(CCC1)N)OCC1CC1)Cl